C(C1=CC=CC=C1)OC(=O)N[C@@H](CCCCNC(CCCCC(=O)NCCO[C@H]1[C@@H](O)[C@H](O)[C@H](O)[C@@H](O1)C)=O)C(=O)O N2-[(benzyloxy)carbonyl]-N6-[6-({2-[(α-L-fucopyranosyl)oxy]ethyl}amino)-6-oxohexanoyl]-L-lysine